OC[C@H]1NC(N(C1)C1=NC=C(C=C1)OCC1=C(C=CC=C1C(F)(F)F)C)=O (4S)-4-(hydroxymethyl)-1-(5-{[2-methyl-6-(trifluoromethyl)phenyl]methoxy}pyridin-2-yl)imidazolin-2-one